2-((2S)-1-Acryloyl-4-(2-(3-(dimethylamino)azetidin-1-yl)-7-(indolin-1-yl)-5,6,7,8-tetrahydroquinazolin-4-yl)piperazin-2-yl)acetonitrile C(C=C)(=O)N1[C@H](CN(CC1)C1=NC(=NC=2CC(CCC12)N1CCC2=CC=CC=C12)N1CC(C1)N(C)C)CC#N